CN1C(=NC=C1C(C)N(S(=O)(=O)C)C=1C=NC2=CC(=NC(=C2C1)OC1CCC(CC1)NC1=NC(=CN=C1)C(F)(F)F)N1CCOCC1)[N+](=O)[O-] N-[1-(3-methyl-2-nitro-imidazol-4-yl)ethyl]-N-[7-morpholino-5-[4-[[6-(trifluoromethyl)pyrazin-2-yl]amino]cyclohexoxy]-1,6-naphthyridin-3-yl]methanesulfonamide